1-[4-(3-hydroxyphenyl)-1-methyl-4-piperidinyl]-1-propanone OC=1C=C(C=CC1)C1(CCN(CC1)C)C(CC)=O